N(C1=CC=CC=C1)N1N(N(C=C1)NC1=CC=CC=C1)NC1=CC=CC=C1 trianilinotriazole